C1(CC1)OC=1C=CC(=NC1)C=1N(C(=NN1)C1CC(C1)NC(OC(C)(C)C)=O)C1=C(C=CC=C1)F tert-butyl ((1S,3r)-3-(5-(5-cyclopropoxypyridin-2-yl)-4-(2-fluorophenyl)-4H-1,2,4-triazol-3-yl)cyclobutyl)carbamate